5-Bromo-N-[(6S)-4-methyl-5-oxo-7,8-dihydro-6H-pyrazolo[1,5-a][1,3]diazepin-6-yl]isochinolin-3-carboxamid BrC1=C2C=C(N=CC2=CC=C1)C(=O)N[C@@H]1C(N(C=2N(CC1)N=CC2)C)=O